4'-((trans)-2-((4-aminocyclohexyl)amino)cyclopropyl)-[1,1'-biphenyl]-3-ol NC1CCC(CC1)N[C@H]1[C@@H](C1)C1=CC=C(C=C1)C1=CC(=CC=C1)O